tetrabutyl-diethylenetriamine C(CCC)C(N(CCCC)CCCC)(CNCCN)CCCC